C(C)(=O)N1CC2(C1)CC(=CC2)C=2C=1N(C=C(C2)S(=O)(=O)NC2(CC2)C#N)C(=CN1)C=1SC(=NN1)C(F)F 8-(2-acetyl-2-azaspiro[3.4]oct-6-en-6-yl)-N-(1-cyanocyclopropyl)-3-(5-(difluoromethyl)-1,3,4-thiadiazol-2-yl)imidazo[1,2-a]pyridine-6-sulfonamide